N-beta-hydroxybutyryl-phenylalanine OC(CC(=O)N[C@@H](CC1=CC=CC=C1)C(=O)O)C